C(CCC)OC(N[C@H](C(=O)N=C(C1CC1)N)C)=O.C=C1CCN(CC1)C(=O)C1=CC=C(C=C1)C(F)(F)F (4-methylenepiperidin-1-yl)(4-(trifluoromethyl)phenyl)methanone butyl-N-[(1S)-2-[[amino(cyclopropyl)methylene]amino]-1-methyl-2-oxo-ethyl]carbamate